C(C1=CC=CC=C1)(=O)NC1=NC(N(C=C1)[C@@H]1O[C@@H](CN(C1)C(C1=CC=CC=C1)(C1=CC=CC=C1)C1=CC=CC=C1)CP([O-])([O-])=O)=O.[NH+]12CCCCCC2=NCCC1.[NH+]12CCCCCC2=NCCC1 1,8-diazabicyclo(5.4.0)-7-undecenium ((2S,6R)-6-(4-benzamido-2-oxopyrimidin-1(2H)-yl)-4-tritylmorpholin-2-yl)methylphosphonate